(but-2-yne-1-yloxy)benzonitrile C(C#CC)OC1=C(C#N)C=CC=C1